N-[2-(difluoromethyl)phenyl]-N-(4-nitropyridin-2-yl)acetamide FC(C1=C(C=CC=C1)N(C(C)=O)C1=NC=CC(=C1)[N+](=O)[O-])F